FCC1=CC=C(C=C1)C(C)=O 1-(4-(fluoromethyl)phenyl)ethan-1-one